NC=1C2=C(N=CN1)N(C=C2C2=CC=C(C=1N2C=CN1)NC(=O)NC1=CC(=C(C=C1)CN1CCN(CC1)CCOC)C(F)(F)F)C1CC1 1-(5-(4-amino-7-cyclopropyl-7H-pyrrolo[2,3-d]pyrimidin-5-yl)imidazo[1,2-a]pyridin-8-yl)-3-(4-((4-(2-methoxyeth-yl)piperazin-1-yl)methyl)-3-(trifluoromethyl)phenyl)urea